The molecule is a tetrahydroxyflavone that is flavone substituted by hydroxy groups at positions 3, 5, 7 and 4' and a 4-methyl-5-oxopyrrolidin-2-yl group at position 8. It has a role as a plant metabolite. It is a tetrahydroxyflavone, a member of pyrrolidin-2-ones and a 7-hydroxyflavonol. CC1CC(NC1=O)C2=C(C=C(C3=C2OC(=C(C3=O)O)C4=CC=C(C=C4)O)O)O